5,12,24,26-tetrazapentacyclo[20.5.2.11,4.13,7.025,28]hentriaconta-3,5,7(30),20,22(29),23,25(28)-heptaene-8,11,27-trione C123CC4=C(N=CC(C(CCC(NCCCCCCCC=CC=5C=NC(NC1=O)=C2C5)=O)=O)=C4)C3